rac-trans-6-(5-chloropyridin-3-yl)-4-azaspiro[2.4]heptane-7-carbonitrile ClC=1C=C(C=NC1)[C@@H]1CNC2(CC2)[C@H]1C#N |r|